C(C1=CC=CC=C1)(C1=CC=CC=C1)(C1=CC=CC=C1)[N@]1C(C1)C(=O)N1C[C@@]2(CCN(C2)CC(=O)N)CC1 2-((S)-7-((R)-1-tritylaziridine-2-carbonyl)-2,7-diazaspiro[4.4]nonan-2-yl)acetamide